4-amino-2-(1-propionylazetidin-3-yl)isoindoline-1,3-dione NC1=C2C(N(C(C2=CC=C1)=O)C1CN(C1)C(CC)=O)=O